Methyl 3,5-difluoro-4-formylbenzoate FC=1C=C(C(=O)OC)C=C(C1C=O)F